CC1=CCNC=N1 6-methyl-3,4-dihydropyrimidine